Methyl 6-(benzyloxy)-10-(phenylthio)-[1,2,4]triazolo[5,1-a]isoquinoline-5-carboxylate C(C1=CC=CC=C1)OC1=C(N2C(C3=C(C=CC=C13)SC1=CC=CC=C1)=NC=N2)C(=O)OC